O(C1=CC=CC=C1)C=C(C(=O)O)CC1=CC=CC=C1.C(C=C)(=O)OC(C1=CC=CC=C1)OC1=CC=CC=C1 phenoxybenzyl Acrylate (Phenoxy Benzyl Acrylate)